(E)-1-(2-pyridyl)-4,4,4-trifluoro-3-phenyl-2-buten-1-one N1=C(C=CC=C1)C(\C=C(\C(F)(F)F)/C1=CC=CC=C1)=O